Cl.CN1C(=NN=C1)C1CCNCC1 4-(4-Methyl-4H-1,2,4-triazol-3-yl)piperidine hydrochloride